CN1N=CC2=CC(=CC=C12)C(N1CCN(CC1)C(=O)N1N=C(N=C1)C#N)C=1C=C2C=NN(C2=CC1)C 1-(4-(bis(1-methyl-1H-indazol-5-yl)methyl)piperazine-1-carbonyl)-1H-1,2,4-triazole-3-carbonitrile